C(C)(C)(C)C1=C(C(=CC(=C1)C1=CC=C(C=C1)OC)C(C)(C)C)O 2,6-di-tert-butyl-4-(4-methoxyphenyl)phenol